(cis)-6-(Methylsulfonyl)octahydropyrrolo[3,4-b][1,4]oxazine CS(=O)(=O)N1C[C@@H]2OCCN[C@@H]2C1